tert-butyl (23S,28S)-28-(tert-butoxycarbonyl)-23-(hydroxymethyl)-2,2-dimethyl-4,10,13,16,19,22,25,30-octaoxo-3,6-dioxa-5,9,12,15,18,21,24,29-octaazatetratetracontan-44-oate C(C)(C)(C)OC(=O)[C@H](CCC(N[C@H](C(NCC(NCC(NCC(NCC(NCCONC(OC(C)(C)C)=O)=O)=O)=O)=O)=O)CO)=O)NC(CCCCCCCCCCCCCC(=O)OC(C)(C)C)=O